C1(=CC=C(C=C1)C(=O)C1=C(C=CC=C1)N(C(CCl)=O)C)C1=CC=CC=C1 N-(2-([1,1'-biphenyl]-4-carbonyl)phenyl)-2-chloro-N-methylacetamide